N1C(=NC2=C1C=CC=C2)C=2C(NC1=CC=C(C=C1C2)Cl)=O 3-(1H-benzimidazol-2-yl)-6-chloroquinolin-2(1H)-one